N(C(=O)N)C1=NC=CC(N1)=O 2-ureido-4-pyrimidinone